BrC=1C=C(C=C(C1)F)SC 3-bromo-5-fluoro-1-(methylsulfanyl)benzene